C(C=CC1=CC=CC=C1)(=O)[O-].[Ce+3].C(C=CC1=CC=CC=C1)(=O)[O-].C(C=CC1=CC=CC=C1)(=O)[O-] Cerium cinnamate